FC=1N=C(N2C1C(=CC(=C2)C2CN(C2)[C@H](CCCN2C[C@H]([C@@H](C2)OC)O)C(C)C)C2=C(C=C(C=C2)F)C(=O)N2[C@@H](COCC2)C)C (3R,4R)-1-[(4R)-4-[3-(1-fluoro-8-{4-fluoro-2-[(3R)-3-methylmorpholine-4-carbonyl]phenyl}-3-methylimidazo[1,5-a]pyridin-6-yl)azetidin-1-yl]-5-methylhexyl]-4-methoxypyrrolidin-3-ol